(-)-1-[(3S*,4R*)-4-(2,6-difluoro-4-methoxyphenyl)-2-oxopyrrolidin-3-yl]-3-(2,3-dihydro-1H-inden-5-yl)urea FC1=C(C(=CC(=C1)OC)F)[C@H]1[C@@H](C(NC1)=O)NC(=O)NC=1C=C2CCCC2=CC1 |o1:10,11|